[C@H]12[C@H](C[C@H](CC1)C2)N2C(C(=CC1=C2N=C(N=C1)SC)C#N)=O 8-((1S,2S,4R)-bicyclo[2.2.1]heptan-2-yl)-2-(methylthio)-7-oxo-7,8-dihydropyrido[2,3-d]pyrimidine-6-carbonitrile